C(C)(C)(C)OC(=O)N1CC(C1)OC1=C(C(=O)O)C=CC(=C1)N1C=CC=2C1=NC(=CN2)C2=CC(=CC(=C2)C)C 2-(1-tert-butoxycarbonylazetidin-3-yl)oxy-4-[3-(3,5-dimethylphenyl)pyrrolo[2,3-b]pyrazin-5-yl]benzoic acid